octadecyl-diethyl-methyl-ammonium chloride [Cl-].C(CCCCCCCCCCCCCCCCC)[N+](C)(CC)CC